tert-butyl N-{[3-(hydroxymethyl)oxetan-3-yl]methyl}carbamate OCC1(COC1)CNC(OC(C)(C)C)=O